1-((3-bromophenyl)(4-methyl-4H-1,2,4-triazol-3-yl)methyl)-3-methoxycyclobutan-1-ol BrC=1C=C(C=CC1)C(C1(CC(C1)OC)O)C1=NN=CN1C